N=1C=NN2C1C=CC(=C2)C=2N(N=C1C(N(C=CC12)C=1C=NN(C1)CC1=CC=C(C=C1)OC)=O)C1=NC(=CC=C1)C 3-([1,2,4]triazolo[1,5-a]pyridin-6-yl)-6-(1-(4-methoxybenzyl)-1H-pyrazol-4-yl)-2-(6-methylpyridin-2-yl)-2H-pyrazolo[3,4-c]pyridin-7(6H)-one